N-methyl-1-(trifluoromethyl)-1H-pyrazole-4-carboxamide CNC(=O)C=1C=NN(C1)C(F)(F)F